(3Z)-3-(3-oxo-1,3-dihydro-2H-indol-2-ylidene)-1,3-dihydro-2H-indol-2-one O=C1/C(/NC2=CC=CC=C12)=C\1/C(NC2=CC=CC=C12)=O